ClC1=NC(=C2C(=N1)N(N=C2CC)C)NCC2=CC=C(C=C2)Cl 6-chloro-3-ethyl-N-(4-chlorobenzyl)-1-methyl-1H-pyrazolo[3,4-d]pyrimidin-4-amine